methyl (S)-2-((2-(4-amino-2,6-difluorophenyl)-7-chloro-6-fluoroimidazo[1,2-a]pyridin-3-yl)methyl)morpholine-4-carboxylate NC1=CC(=C(C(=C1)F)C=1N=C2N(C=C(C(=C2)Cl)F)C1C[C@H]1CN(CCO1)C(=O)OC)F